perfluoro-1-dodecanethiol FC(C(C(C(C(C(C(C(C(C(C(C(F)(F)F)(F)F)(F)F)(F)F)(F)F)(F)F)(F)F)(F)F)(F)F)(F)F)(F)F)(S)F